4-bromo-7a,8,9,10-tetrahydro-7H-pyrrolizino[2,3-c]quinoline BrC=1C=CC=C2C3=C(C=NC12)CC1CCCN13